CC1=CC(=CC(N1CCCN1C(NC2(C1=O)CCN(CC2)C2=NC=CC=N2)=O)=O)N2CC(CC2)(C2=CC=CC=C2)C 3-(3-(6-methyl-4-(3-methyl-3-phenylpyrrolidin-1-yl)-2-oxopyridin-1(2H)-yl)propyl)-8-(pyrimidin-2-yl)-1,3,8-triazaspiro[4.5]decane-2,4-dione